NC1=CC=C(OC(CCCCCOC2=CC=C(C=C2)N)(N)N)C=C1 1,6-bis(4-aminophenoxy)hexanediamine